C(N)(OCC=1N(C2=CC=C(C=C2C1C=NO)F)C1CCN(CC1)[C@@H]1CC[C@@H](CC1)C(C)C)=O (5-fluoro-3-((hydroxyimino)methyl)-1-(1-(cis-4-isopropylcyclohexyl)piperidin-4-yl)-1H-indol-2-yl)methyl carbamate